CC=1C(=NC=C(C1)B1OC(C(O1)(C)C)(C)C)N1CCN(CC1)C(=O)OC(C)(C)C Tert-Butyl 4-(3-methyl-5-(4,4,5,5-tetramethyl-1,3,2-dioxaborolan-2-yl)pyridin-2-yl)piperazine-1-carboxylate